tert-butyl 2-[(2-methylpropan-2-sulfinyl) amino]-2,3-dihydrospiro[indene-1,4'-piperidine]-1'-carboxylate CC(C)(C)S(=O)NC1CC2=CC=CC=C2C12CCN(CC2)C(=O)OC(C)(C)C